2,2,2-trifluoro-1-(4-heptylphenyl)ethan-1-one calcium alaninate N[C@@H](C)C(=O)[O-].[Ca+2].FC(C(=O)C1=CC=C(C=C1)CCCCCCC)(F)F.N[C@@H](C)C(=O)[O-]